C(C)OC1C(N(N(CC1)C(=O)OC(C)(C)C)C(=O)[O-])C(=O)OCC tert-butyl 3-ethyl 4-ethoxy-1,2-diazinane-1,2,3-tricarboxylate